[Na].C(C1=CC=CC=C1)OC(=O)C=1N(C=CC1C=1C=NC(=CC1)NC(CNC(=O)OCC1=CC=CC=C1)=O)S(NC(=O)OCC1=CC=CC=C1)(=O)=O 3-[6-[[2-(benzyloxycarbonylamino)acetyl]amino]-3-pyridinyl]-1-(benzyloxycarbonylsulfamoyl)pyrrole-2-carboxylic acid benzyl ester, sodium salt